FC1=CC(=C(C=C1)C1CCN(CC1)C(CN1N=C(C2=C1CCC2)C(=O)N2C[C@@H]([C@@H](CC2)O)F)=O)C 1-(4-(4-fluoro-2-methylphenyl)piperidin-1-yl)-2-(3-((3S,4R)-3-fluoro-4-hydroxypiperidine-1-carbonyl)-5,6-dihydrocyclopenta[c]pyrazol-1(4H)-yl)ethanone